N-(2-aminoethyl)-3-aminopropyl-tris((2-ethylethoxy))silane NCCNCCC[Si](OCCCC)(OCCCC)OCCCC